2-((10-cyano-5,11-dihydrobenzo[6,7]oxepino[4,3-b]pyridin-11-yl)(methyl)amino)-5-hydroxy-N-(isoxazol-4-yl)-1-methyl-6-oxo-1,6-dihydropyrimidine-4-carboxamide C(#N)C1=CC=CC2=C1C(C1=NC=CC=C1CO2)N(C=2N(C(C(=C(N2)C(=O)NC=2C=NOC2)O)=O)C)C